2-((8-(6-((4-cyano-2-fluorobenzyl)oxy)pyridin-2-yl)-6-fluoroimidazo[1,2-a]pyridin-5-yl)methyl)-1-(2-methoxyethyl)-1H-benzo[d]imidazole-6-carboxylic acid C(#N)C1=CC(=C(COC2=CC=CC(=N2)C=2C=3N(C(=C(C2)F)CC2=NC4=C(N2CCOC)C=C(C=C4)C(=O)O)C=CN3)C=C1)F